ClC=1C(=C(C(=CC1)N1N=NC(=C1)Cl)C1=NC=NC(=C1)OC)F 4-(3-chloro-6-(4-chloro-1H-1,2,3-triazole-1-yl)2-fluorophenyl)-6-methoxypyrimidine